[N+](=O)([O-])C1=CC=C(C=C1)C1=CC=CC=C1 4-nitrobiphenyl